Dimethyl-Chlorophthalide CC1=C2C(OC(=O)C2=CC=C1)(Cl)C